tert-butyl N-[2-[(2-aminoethyl)(methyl) amino]ethyl]carbamate NCCN(CCNC(OC(C)(C)C)=O)C